BrC1=C(C=C2C(=NC(=NC2=C1F)OC1CCOCC1)N1CC2CCC(C1)N2C(=O)OC(C)(C)C)Cl tert-butyl 3-(7-bromo-6-chloro-8-fluoro-2-tetrahydropyran-4-yloxy-quinazolin-4-yl)-3,8-diazabicyclo[3.2.1]octane-8-carboxylate